(S)-3-(aminomethyl)-2-methyl-1,2,3,4-tetrahydroisoquinolin-7-ol NC[C@H]1N(CC2=CC(=CC=C2C1)O)C